C1(CC1)C1=NN(C=N1)C1CC2(CN(C2)C(=O)N2CC(C2)OCC2=CC(=C(C=C2)C(F)(F)F)F)C1 (6-(3-cyclopropyl-1H-1,2,4-triazol-1-yl)-2-azaspiro[3.3]heptan-2-yl)(3-((3-fluoro-4-(trifluoromethyl)benzyl)oxy)azetidin-1-yl)methanone